ClC=1C=C(C(=O)NC[C@H](C)F)C=CC1C=1N(C2=NC=NC(=C2N1)OC1(CC1)C)CC1=NC=CC(=C1)C (S)-3-chloro-N-(2-fluoropropyl)-4-(6-(1-methylcyclopropoxy)-9-((4-methylpyridin-2-yl)methyl)-9H-purin-8-yl)benzamide